[SH2]1(CCCC1)=O tetrahydro-1H-1λ6-Thiophene 1-oxide